CNCCNC([O-])=O N-[2-(methylamino)ethyl]carbamate